5-oxooxolane O=C1CCCO1